NC=1N=C(SC1C(=O)C=1C=NC(=CC1)N1CCC(CC1)(C)C#N)N(C1=CC=C(C=C1)F)[C@@H](C(=O)N)C (R)-2-(N-[4-amino-5-[6-(4-cyano-4-methyl-1-piperidyl)pyridine-3-carbonyl]thiazol-2-yl]-4-fluoro-anilino)propanamide